C1(CC1)C=1N=NN(C1)[C@H](C(=O)N1[C@@H](C[C@H](C1)O)C(=O)NCCC(N1CCN(CC1)C1=NC=CN=C1)=O)C(C)(C)C (2S,4r)-1-[(2S)-2-(4-cyclopropyl-triazol-1-yl)-3,3-dimethyl-butyryl]-4-hydroxy-N-[3-oxo-3-(4-pyrazin-2-ylpiperazin-1-yl)propyl]pyrrolidine-2-carboxamide